methyl 5-(3,6-dihydro-2H-pyran-4-yl)-2-methylthiazole-4-carboxylate O1CCC(=CC1)C1=C(N=C(S1)C)C(=O)OC